BrC=1C=NN(C1)C1=C(C=C(C=C1C(F)(F)F)C(C(F)(F)F)(C(F)(F)F)F)Cl 4-Bromo-1-[2-chloro-4-[1,2,2,2-tetrafluoro-1-(trifluoromethyl)ethyl]-6-(trifluoromethyl)phenyl]-1H-pyrazole